(S)-N-(1-((3-fluoro-4-(1H-pyrazol-4-yl)phenyl)amino)-1-oxo-3,3-diphenylPropan-2-yl)-1-methyl-1H-pyrazole-5-carboxamide FC=1C=C(C=CC1C=1C=NNC1)NC([C@H](C(C1=CC=CC=C1)C1=CC=CC=C1)NC(=O)C1=CC=NN1C)=O